6-chloro-3-[[(1R)-1-(2-chloro-3,6-dimethyl-4-oxo-benzopyran-8-yl)ethyl]amino]pyridine-2-carboxylic acid tert-butyl ester C(C)(C)(C)OC(=O)C1=NC(=CC=C1N[C@H](C)C1=CC(=CC=2C(C(=C(OC21)Cl)C)=O)C)Cl